N-(1-carbamoyl-cyclopropyl)carbamic acid tert-butyl ester C(C)(C)(C)OC(NC1(CC1)C(N)=O)=O